tert-butyl (S)-3-((3-((1-(4-((1-(5-ethoxy-5-oxopentyl)piperidin-4-yl)ethynyl)naphthalen-1-yl)ethyl)carbamoyl)-4-methylphenyl)amino)azetidine-1-carboxylate C(C)OC(CCCCN1CCC(CC1)C#CC1=CC=C(C2=CC=CC=C12)[C@H](C)NC(=O)C=1C=C(C=CC1C)NC1CN(C1)C(=O)OC(C)(C)C)=O